2-cyclohexylamino-1,3-propanediol C1(CCCCC1)NC(CO)CO